4-(naphthalen-1-yloxy)butanoic acid C1(=CC=CC2=CC=CC=C12)OCCCC(=O)O